NC=1C(=CC(=NC1C(F)(F)F)C1=NC(=NC(=N1)NC(C(F)(F)F)C)NC(C(F)(F)F)C)F 6-(5-amino-4-fluoro-6-(trifluoromethyl)pyridin-2-yl)-N2,N4-bis(1,1,1-trifluoropropan-2-yl)-1,3,5-Triazine-2,4-diamine